1-(4-chloro-3-trifluoromethylphenyl)-3-(8-methyl-5-(morpholine-4-carbonyl)-2,3,4,9-tetrahydro-1H-carbazol-3-yl)urea ClC1=C(C=C(C=C1)NC(=O)NC1CCC=2NC3=C(C=CC(=C3C2C1)C(=O)N1CCOCC1)C)C(F)(F)F